N-(4-methoxyphenyl)glycyl-phenylalanine methyl ester COC([C@@H](NC(CNC1=CC=C(C=C1)OC)=O)CC1=CC=CC=C1)=O